1-(3-((1-allylpiperidin-4-yl)difluoromethyl)phenyl)ethan-1-amine C(C=C)N1CCC(CC1)C(C=1C=C(C=CC1)C(C)N)(F)F